NC1=C2C(=NC=N1)N(N=C2C=2C=NNC2)C(C)C=2OC1=CC=CC=C1C(C2C2=CC(=CC=C2)F)=O 2-(1-(4-amino-3-(1H-pyrazol-4-yl)-1H-pyrazolo[3,4-d]pyrimidin-1-yl)ethyl)-3-(3-fluorophenyl)-4H-chromen-4-one